IC(CCNS(=O)(=O)C=1C=CC2=C(C(=C(O2)C(=O)O)C)C1)=C 5-(N-(3-iodobut-3-en-1-yl)sulfamoyl)-3-methylbenzofuran-2-carboxylic acid